CN(C1(CCOCC1)CC1=C(C(=O)N)C=C(C(=C1OC)O)OC)C ((4-(dimethylamino)tetrahydro-2H-pyran-4-yl)methyl)-4-hydroxy-3,5-dimethoxybenzamide